1-hydroxy-5-methyl-2,3,1-benzoxazaborinine OB1ON=CC2=C1C=CC=C2C